N-[4-[(7S,8aS)-7-[3-(1,3-benzothiazol-7-yl)propyl]-6-oxo-octahydropyrrolo[1,2-a]pyrazin-2-yl]pyridin-2-yl]carbamic acid tert-butyl ester C(C)(C)(C)OC(NC1=NC=CC(=C1)N1C[C@H]2N(CC1)C([C@H](C2)CCCC2=CC=CC=1N=CSC12)=O)=O